C(C)(C)(C)OC(=O)NNC(C1=C(C=C(C=C1)C(=CC(C(F)(F)F)C1=CC(=C(C(=C1)Cl)Cl)Cl)F)C(F)(F)F)=O 2-(4-(1,4,4,4-tetrafluoro-3-(3,4,5-trichlorophenyl)but-1-en-1-yl)-2-(trifluoromethyl)benzoyl)hydrazine-1-carboxylic acid tert-butyl ester